5-(4-(methylsulfonyl)cyclohexyl)-5H-imidazo[5,1-a]isoindole CS(=O)(=O)C1CCC(CC1)C1N2C(C3=CC=CC=C13)=CN=C2